C(C)(C)(C)OC1=CC=C(C=C1)[I+]C1=CC=CC=C1 (p-tert-butoxyphenyl)Phenyliodonium